N1(CCOCC1)CCOC(=O)C=1C=C2C(=CC=NC2=CC1)NC1=CN=NC(=C1)C1=C(C=CC(=C1)Cl)F 2-(Morpholin-4-yl)Ethyl-4-{[6-(5-Chloro-2-Fluorophenyl)Pyridazin-4-yl]Amino}Chinolin-6-Carboxylat